Methyl trans-4-[8-fluoro-5-(4-fluoro-3-methoxy-phenyl)-6-tetrahydropyran-4-yl-1H-pyrrolo[2,3-f]indazol-7-yl]cyclohexanecarboxylate FC=1C2=C(C=C3C=NNC13)N(C(=C2[C@@H]2CC[C@H](CC2)C(=O)OC)C2CCOCC2)C2=CC(=C(C=C2)F)OC